C1(CC1)N1CCC2(CCN(C2)C2=C(C=C(C(=C2)OC)C2=NC=C3C=C(C=4N(C3=C2)C=CN4)C4=C(C(=CC(=C4Cl)OC)OC)Cl)NC(C=C)=O)CC1 N-(2-(8-cyclopropyl-2,8-diazaspiro[4.5]decan-2-yl)-5-(4-(2,6-dichloro-3,5-dimethoxyphenyl)imidazo[1,2-a][1,6]naphthyridin-8-yl)-4-methoxyphenyl)acrylamide